7-(1-methyldecoxy)-7-oxo-heptanoic acid CC(CCCCCCCCC)OC(CCCCCC(=O)O)=O